C(#N)C=1C=C(C=CC1OC(F)F)C=1SC(=C(N1)C)C(=O)NCCO (3-cyano-4-(difluoromethoxy)phenyl)-N-(2-hydroxyethyl)-4-methylthiazole-5-carboxamide